3-O-alpha-D-Mannopyranosyl-D-Mannose [C@H]1([C@@H](O)[C@@H](O)[C@H](O)[C@H](O1)CO)O[C@H]([C@@H](C=O)O)[C@H](O)[C@H](O)CO